2-amino-5-(2,2-difluorobenzo[d][1,3]dioxol-5-yl)-4-oxo-4,5-dihydrofuran-3-yl-5-d phenylmethanesulfonate C1(=CC=CC=C1)CS(=O)(=O)OC1=C(OC(C1=O)([2H])C1=CC2=C(OC(O2)(F)F)C=C1)N